NC1=CC(=C(OC=2C=C(C(N(N2)C)=O)C(C)C)C(=C1)Cl)Cl 6-(4-Amino-2,6-dichloro-phenoxy)-4-isopropyl-2-methyl-2H-pyridazin-3-one